CC1C=CCCC1 4-methyl-cyclohex-2-ene